((5-(2-methyl-[1,1'-biphenyl]-3-yl)-1,3,4-oxadiazol-2-yl)methyl)glycine CC1=C(C=CC=C1C1=NN=C(O1)CNCC(=O)O)C1=CC=CC=C1